N-Boc-4-(2-bromo-6-methoxybenzyl)-4-cyanopiperidine C(=O)(OC(C)(C)C)N1CCC(CC1)(C#N)CC1=C(C=CC=C1OC)Br